6-Bromo-3-(3-fluoro-5-methoxy-2,6-dimethylphenyl)-7-p-tolyl-3,7-dihydro-4H-pyrrolo[2,3-d]pyrimidin-4-one BrC1=CC2=C(N=CN(C2=O)C2=C(C(=CC(=C2C)OC)F)C)N1C1=CC=C(C=C1)C